BrC=1C=C2C(=CC=NC2=CC1)OC=1C=C(C(=O)NC)C=C(C1)C(F)(F)F 3-((6-bromoquinolin-4-yl)oxy)-N-methyl-5-(trifluoromethyl)benzamide